C(C)N1CCN(CC1)CC1=CC=C(C=C1)NC=1N=CC2=C(N1)C(=CS2)C=2C=NNC2 N-(4-((4-ethylpiperazin-1-yl)methyl)phenyl)-7-(1H-pyrazol-4-yl)thieno[3,2-d]pyrimidin-2-amine